amino-3,7,8-trimethyl-imidazo[4,5-f]-quinoxaline NC=1N(C=2C(=C3N=C(C(=NC3=CC2)C)C)N1)C